dimethyladamantan CC1C2(CC3CC(CC1C3)C2)C